C(C)C1=CC(=NN1)C1(NC(=NC2=CC(=C(C=C12)OC)OCCCN1CCCC1)NCCOC)N 4-(5-ethyl-1H-pyrazol-3-yl)-6-methoxy-N2-(2-methoxyethyl)-7-(3-(pyrrolidin-1-yl)propoxy)quinazoline-2,4-diamine